(2-(tert-butoxycarbonyl)-5,6-dihydro-4H-pyrrolo[1,2-b]pyrazol-3-yl)boronic acid C(C)(C)(C)OC(=O)C=1C(=C2N(N1)CCC2)B(O)O